tert-Butyl 4-(3-hydroxy-2,2-dimethylpropanoyl)piperazine-1-carboxylate OCC(C(=O)N1CCN(CC1)C(=O)OC(C)(C)C)(C)C